potassium di-n-propyl phosphate P(=O)(OCCC)(OCCC)[O-].[K+]